ClC1=NC=C(C=C1C1=CC(=NC(=C1F)C)C1=NOC(=N1)C1=NC=C(C=C1)F)F 3-(2-Chloro-5,5'-difluoro-6'-methyl-[3,4'-bipyridin]-2'-yl)-5-(5-fluoropyridin-2-yl)-1,2,4-oxadiazole